12-Azidododecan-1-amine N(=[N+]=[N-])CCCCCCCCCCCCN